(2R)-N-((S)-(3-chloro-2,4-difluorophenyl)(2-(2,2,2-trifluoroethoxy)thiazol-5-yl)methyl)-2-methyl-3-oxopiperazine-1-carboxamide ClC=1C(=C(C=CC1F)[C@H](NC(=O)N1[C@@H](C(NCC1)=O)C)C1=CN=C(S1)OCC(F)(F)F)F